N-{(3S,4S)-3-[(2,5-difluoro[biphenyl]-3-yl)methyl]-2-[(2R)-2-hydroxy(2H4)propanoyl]-2-azabicyclo[3.1.1]heptan-4-yl}methanesulfonamide FC1=C(C=C(C=C1C[C@@H]1N(C2CC([C@@H]1NS(=O)(=O)C)C2)C([C@@](C([2H])([2H])[2H])(O)[2H])=O)F)C2=CC=CC=C2